C(CCCCCCCCCCCCCCC)OP(=O)(OCCCCCCCCCCCCCCCC)[O-] dihexadecyl-phosphate